C=1N=CN2C1C1=CC=CC=C1[C@H]2[C@H]2CCC1=CN(N=C1[C@@H]2O)C (6R,7R)-6-((R)-5H-imidazo[5,1-a]isoindol-5-yl)-2-methyl-4,5,6,7-tetrahydro-2H-indazol-7-ol